2-(8-Bromonaphthalen-1-yl)ethane-1-ol BrC=1C=CC=C2C=CC=C(C12)CCO